CC1=CC(=CC2=C1N=C(S2)NC(=O)C2CCN(CC2)S(=O)(=O)C2=CC=C(C=C2)OC(F)(F)F)C N-(4,6-dimethylbenzo[d]thiazol-2-yl)-1-((4-(trifluoromethoxy)phenyl)sulfonyl)piperidine-4-carboxamide